4-bromo-1-[(4-chlorophenyl)methyl]-N-(3-hydroxypropyl)-2-[3-(trifluoromethoxy)phenoxy]-1H-imidazole-5-carboxamide BrC=1N=C(N(C1C(=O)NCCCO)CC1=CC=C(C=C1)Cl)OC1=CC(=CC=C1)OC(F)(F)F